Cl.OC1(C(C(CCC1)(C1=C(C=C(C=C1CF)CF)CF)NC)=O)C 2-hydroxy-2-methyl-6-methylamino-6-(2,4,6-trifluoromethylphenyl)cyclohexan-1-one hydrochloride